Cl.ClC=1C=C(C=NC1C(F)(F)F)NCC1=NC(=C(C=C1)F)C(F)(F)F (5-chloro-6-(trifluoromethyl)pyridin-3-yl)(5-fluoro-6-(trifluoromethyl)pyridin-2-yl)methylamine hydrochloride